tert-Butyl (3-cyano-4-(3-(3-((S)-3,4-dimethylpiperazin-1-yl)-4-hydroxypyrrolidin-1-yl)-5-fluoro-7,9-dihydrofuro[3,4-f]quinazolin-6-yl)-7-fluorothieno[3,2-c]pyridin-2-yl)carbamate C(#N)C1=C(SC2=C1C(=NC=C2F)C=2C1=C(C=3C=NC(=NC3C2F)N2CC(C(C2)O)N2C[C@@H](N(CC2)C)C)COC1)NC(OC(C)(C)C)=O